3-(tert-butyl)-L-Alanine C(C)(C)(C)C[C@H](N)C(=O)O